N-(4-(4-ethoxystyryl)pyridin-3-yl)hydroxylamine C(C)OC1=CC=C(C=CC2=C(C=NC=C2)NO)C=C1